CC1N(CCC1)C1=CC=CC(=N1)S(=O)(=O)NC(=O)C=1C(=NC=CC1)N1C(CC(C1)C)(C)C N-[[6-(2-Methylpyrrolidin-1-yl)-2-pyridyl]sulfonyl]-2-(2,2,4-trimethylpyrrolidin-1-yl)pyridin-3-carboxamid